CC1=NNC(=C1C1OC(C(O1)(C)C)(C)C)C 3,5-dimethyl-4-(4,4,5,5-tetramethyl-1,3-dioxolan-2-yl)-1H-pyrazole